O1C(=NC2=C1C=CC=C2)N[C@@H]2[C@H]([C@H]([C@@]1(CO[C@H]2O1)CO)O)O (1S,2R,3R,4R,5S)-4-(benzo[d]oxazol-2-ylamino)-1-(hydroxymethyl)-6,8-dioxabicyclo[3.2.1]octane-2,3-diol